4-methoxy-6-(pyridin-2-yloxy)benzo[d]isoxazol-3-amine COC1=CC(=CC2=C1C(=NO2)N)OC2=NC=CC=C2